ClC1=C(C=C(OCC(=O)NC23CC(C2)(C3)C(=O)N[C@H](C)C3=CC(=CC=C3)C)C=C1)F 3-[2-(4-chloro-3-fluorophenoxy)acetamido]-N-[(1R)-1-(3-methylphenyl)ethyl]bicyclo[1.1.1]pentane-1-carboxamide